C(C1=CC=CC=C1)OC(=O)N1CCC=2C(=CC(=NC2C1)OC1CCN(CC1)C)N1CC(N(CC1)C(=O)OC(C)(C)C)CC#N 4-(4-(tert-Butoxycarbonyl)-3-(cyanomethyl)piperazin-1-yl)-2-((1-methylpiperidin-4-yl)oxy)-5,8-dihydro-1,7-naphthyridine-7(6H)-carboxylic acid benzyl ester